Zinc tin sulfide niobium [Nb].[Sn]=S.[Zn]